C1(CCCC1)COC=1C=C(C=CC1)C1OCCC(C1)C(=O)O [3-(cyclopentylmethoxy)phenyl]tetrahydropyran-4-carboxylic acid